2''-nitro-1,1':4',1''-terphenyl-4,4''-dicarboxylic acid [N+](=O)([O-])C1=C(C=CC(=C1)C(=O)O)C1=CC=C(C=C1)C1=CC=C(C=C1)C(=O)O